C(C)C[C@@]12CCC[C@H]1[C@@H]1CCC3=CCCC[C@@H]3[C@H]1CC2 alpha-ethyl-4-estrene